C#C\C=C\CCCC (E)-oct-3-en-1-yne